C(#N)CCC=1C=C2C(=C(C(=NC2=C(C1C1=C(C(=CC=C1)Cl)Cl)F)O)C(=O)OCC)O Ethyl 6-(2-cyanoethyl)-7-(2,3-dichlorophenyl)-8-fluoro-2,4-dihydroxyquinoline-3-carboxylate